1-benzhydryl-3-(((1r,4r)-4-(hydroxymethyl)cyclohexyl)methyl)-1,3-dimethylurea C(C1=CC=CC=C1)(C1=CC=CC=C1)N(C(=O)N(C)CC1CCC(CC1)CO)C